C(C)(C)(C)OC(C1=CC(=CC=C1)CC(CCC(NOC(CC1=CC=CC=C1)=O)=O)C(=O)OC(C)(C)C)=O.NCCCNCCCCNCCCN spermine tert-Butyl-3-(2-(tert-butoxycarbonyl)-5-oxo-5-((2-phenylacetoxy)amino)pentyl)benzoate